ClC=1C=C(C=CC1F)NC(N(CC=1C=NC=NC1)[C@@H](C)C1=CNC(C2=CC=CC=C12)=O)=O (S)-3-(3-chloro-4-fluorophenyl)-1-(1-(1-oxo-1,2-dihydroisoquinolin-4-yl)ethyl)-1-(pyrimidin-5-ylmethyl)urea